2-(2-bromo-6-formylphenoxy)propanoic acid BrC1=C(OC(C(=O)O)C)C(=CC=C1)C=O